ClC1=C(C=C2C(=C(N(C2=C1F)C)C1=NC(=NN1)C(COC)N(C)C)C=1C=NNC1)OC 1-(5-(6-chloro-7-fluoro-5-methoxy-1-methyl-3-(1H-pyrazol-4-yl)-1H-indol-2-yl)-1H-1,2,4-triazol-3-yl)-2-methoxy-N,N-dimethylethan-1-amine